FC=1C=C(C=CC1F)C=1N=C(SC1C)NS(=O)(=O)C1=NC=C(C=C1C)NCC1=C(C(=CC=C1)OC)O N-(4-(3,4-difluorophenyl)-5-methylthiazol-2-yl)-5-((2-hydroxy-3-methoxybenzyl)amino)-3-methylpyridine-2-sulfonamide